acryloyloxypropylsilanol C(C=C)(=O)OCCC[SiH2]O